N-(2-(4-((1R,4R)-2-oxa-5-azabicyclo[2.2.1]heptane-5-yl)piperidine-1-yl)-5-((6-((S)-3-(2-chloro-3-fluorobenzyl)isoxazolidine-2-yl)pyrimidine-4-yl)amino)-4-methoxy-phenyl)acrylamide [C@H]12OC[C@H](N(C1)C1CCN(CC1)C1=C(C=C(C(=C1)OC)NC1=NC=NC(=C1)N1OCC[C@@H]1CC1=C(C(=CC=C1)F)Cl)NC(C=C)=O)C2